4-bromo-3-(bromomethyl)-5-(4-methoxyphenyl)-3,4-dihydro-2H-pyrrole-4-carboxylic acid methyl ester COC(=O)C1(C(CN=C1C1=CC=C(C=C1)OC)CBr)Br